2-(3-((tert-butyl-dimethylsilyl)oxy)prop-1-en-2-yl)pyrazine [Si](C)(C)(C(C)(C)C)OCC(=C)C1=NC=CN=C1